OCC1(CCN(CC1)C(CCCCCNC(CCCC1=CC=C2C=CC3=CC=CC4=CC=C1C2=C34)=O)=O)COC(C3=CC=C(C=C3)OC)(C3=CC=C(C=C3)OC)C3=CC=C(C=C3)OC N-(6-(4-(hydroxymethyl)-4-((tris(4-methoxyphenyl)methoxy)methyl)piperidin-1-yl)-6-oxohexyl)-4-(pyren-1-yl)butanamide